methyl N-[5-[6-[methyl-[3-(trifluoromethyl)phenyl] carbamoyl]imidazo[1,2-a]pyridin-3-yl]-2-pyridyl]carbamate CN(C(=O)C=1C=CC=2N(C1)C(=CN2)C=2C=CC(=NC2)NC(OC)=O)C2=CC(=CC=C2)C(F)(F)F